C(C)(C)C=1C=NN2C1N=C(N=C2NCC2=CC=C(C=C2)C=2N=NC=CC2)NN2CCNCC2 8-isopropyl-N4-(4-(pyridazin-3-yl)benzyl)-N2-(tetrahydro-2H-pyrazin-4-yl)pyrazolo[1,5-a][1,3,5]triazine-2,4-diamine